[5-[8-Allyl-6-(2,6-dimethyl-phenyl)-7-oxo-5,6,7,8-tetrahydro-pyrimido[4,5-d]pyrimidin-2-ylamino]-2-(4-methyl-piperazin-1-yl)-phenyl]-acetic acid C(C=C)N1C(N(CC2=C1N=C(N=C2)NC=2C=CC(=C(C2)CC(=O)O)N2CCN(CC2)C)C2=C(C=CC=C2C)C)=O